BrC1=C(C=CC=C1)CC(=O)NC1=CN(C(C=C1)=O)C1=CC(=CC=C1)F 2-(2-bromophenyl)-N-(1-(3-fluorophenyl)-6-oxo-1,6-dihydropyridin-3-yl)acetamide